2-(3-nitrophenoxy)-6,7-dihydropyrrolo[1,2-a]thiazolo[5,4-d]pyrimidine-9(5H)-one [N+](=O)([O-])C=1C=C(OC=2SC=3N=C4N(C(C3N2)=O)CCC4)C=CC1